8-[(2S,5R)-4-[(2-Ethylphenyl)(4-fluorophenyl)methyl]-2,5-dimethylpiperazin-1-yl]-5-methyl-6-oxo-5,6-dihydro-1,5-naphthyridin-2,7-dicarbonitril C(C)C1=C(C=CC=C1)C(N1C[C@@H](N(C[C@H]1C)C1=C(C(N(C=2C=CC(=NC12)C#N)C)=O)C#N)C)C1=CC=C(C=C1)F